ClC1=CC=C(C(=O)C2=CC=C(C=C2)C(C2=CC=C(C=C2)Cl)=O)C=C1 1,4-bis(4-chlorobenzoyl)benzene